BrC1=C2C(=NN(C2=CC=C1)C1CCOCC1)C bromo-3-methyl-1-(tetrahydro-2H-pyran-4-yl)-1H-indazole